O=C1NC(CCC1C1=CC=C(C=C1)N1C2CN(CC1CC2)C(=O)OC(C)(C)C)=O tert-butyl 8-[4-(2,6-dioxopiperidin-3-yl)phenyl]-3,8-diazabicyclo[3.2.1]octane-3-carboxylate